isopropyl (2S)-6-diazo-2-(2-hydroxy-3-(1H-indol-3-yl)propanamido)-5-oxohexanoate [N+](=[N-])=CC(CC[C@@H](C(=O)OC(C)C)NC(C(CC1=CNC2=CC=CC=C12)O)=O)=O